CN1C=C(C=2C(=CC=CC12)C(=O)OC)S(=O)(=O)C=1C=NC(=CC1C)N1C=NC(=C1)C methyl 1-methyl-3-[[4-methyl-6-(4-methylimidazol-1-yl)-3-pyridyl]sulfonyl]indole-4-carboxylate